5-amino-1,2,4-dithiazole-3-thione NC1=NC(SS1)=S